8-acetyl-2-(4,4-difluoro-1-piperidyl)-6-fLuoro-3-methyl-chromen-4-one C(C)(=O)C=1C=C(C=C2C(C(=C(OC12)N1CCC(CC1)(F)F)C)=O)F